[As].[Cu] Copper-arsenic